4-[[2-[2-fluoro-5-hydroxy-4-[(1R)-2-hydroxy-1-methyl-ethyl]phenyl]acetyl]amino]-N-[1-(trifluoromethyl)cyclopropyl]pyridine-2-carboxamide FC1=C(C=C(C(=C1)[C@H](CO)C)O)CC(=O)NC1=CC(=NC=C1)C(=O)NC1(CC1)C(F)(F)F